C(CCCCCC(C)C)OC(C=C)=O Isononylacrylat